C(C1=CC=CC=C1)OCCN1C(N(C=C(C1=O)C1=C(C(=CC=C1)C)C)CC(=O)O)=O [3-(2-Benzyloxy-ethyl)-5-(2,3-dimethyl-phenyl)-2,4-dioxo-3,4-dihydro-2H-pyrimidin-1-yl]-acetic acid